(±)-1-(8-fluoro-6-(4,4,5,5-tetramethyl-1,3,2-dioxaborolan-2-yl)quinolin-4-yl)ethanol FC=1C=C(C=C2C(=CC=NC12)[C@@H](C)O)B1OC(C(O1)(C)C)(C)C |r|